3-(7-oxidanyl-3-oxidanylidene-1H-isoindol-2-yl)piperidine-2,6-dione OC=1C=CC=C2C(N(CC12)C1C(NC(CC1)=O)=O)=O